4-chloro-5-fluoro-1,3-dioxolan-2-one ClC1OC(OC1F)=O